P(=O)(O)(O)O[C@H]1[C@H]([C@@H](O[C@@H]1CO)N1C(=S)NC(=O)C=C1)OC 2'-O-methyl-2-thiouridine-3'-phosphate